2-(2-Cyclohexyl-6-(4-methoxypiperidine-1-carbonyl)-7-oxopyrazolo[1,5-a]pyrimidin-4(7H)-yl)-N-(5-fluoropyridin-2-yl)acetamide C1(CCCCC1)C1=NN2C(N(C=C(C2=O)C(=O)N2CCC(CC2)OC)CC(=O)NC2=NC=C(C=C2)F)=C1